S-nitroso-N-acetyl-D,L-penicillamine N(=O)SC([C@H](NC(C)=O)C(=O)O)(C)C |r|